C(CCCCC)OC(C(=C)C)=O Hexyl-methacrylat